2-(4-chlorophenyl)-2-methyl-N-[(1R,3S)-3-{[2-(trifluoromethyl)quinolin-4-yl]amino}cyclohexyl]propanamide ClC1=CC=C(C=C1)C(C(=O)N[C@H]1C[C@H](CCC1)NC1=CC(=NC2=CC=CC=C12)C(F)(F)F)(C)C